3-[(4-isopropylphenyl)methyl]-4-methyl-[1-14C]valeric acid C(C)(C)C1=CC=C(C=C1)CC(C[14C](=O)O)C(C)C